5-(phenylethynyl)benzene C1(=CC=CC=C1)C#CC=1C=CC=CC1